[(3-chloro-2-methoxyphenyl)amino]-2-(3-{2-[(2R)-1-[(2E)-4-(pyrrolidin-1-yl)but-2-enoyl]pyrrolidin-2-yl]ethynyl}pyridin-4-yl)-1H,5H,6H,7H-pyrrolo[3,2-c]pyridin-4-one ClC=1C(=C(C=CC1)NN1C(=CC=2C(NCCC21)=O)C2=C(C=NC=C2)C#C[C@@H]2N(CCC2)C(\C=C\CN2CCCC2)=O)OC